(1R*,3S*)-1-([1,1'-biphenyl]-3-ylmethyl)-N-methoxy-N-methyl-3-(methylsulfonamido)cyclopentane-1-carboxamide C1(=CC(=CC=C1)C[C@]1(C[C@H](CC1)NS(=O)(=O)C)C(=O)N(C)OC)C1=CC=CC=C1 |o1:7,9|